1-ethyl-3-methylimidazole 2-(5-hydroxyethoxycarbonyl-1H-benzimidazole-2-yl)ethylphosphinate OCCOC(=O)C1=CC2=C(NC(=N2)CCP(O)=O)C=C1.C(C)N1CN(C=C1)C